(1R,2S,5S)-3-[(2S,3R)-3-(cyclopropoxy)-2-[(2,2,2-trifluoroacetyl)amino]butanoyl]-6,6-dimethyl-3-azabicyclo[3.1.0]hexane-2-carboxylic acid C1(CC1)O[C@@H]([C@@H](C(=O)N1[C@@H]([C@H]2C([C@H]2C1)(C)C)C(=O)O)NC(C(F)(F)F)=O)C